ClC1=C(C=CC=C1F)[C@@H](OC1=NC(=NC=C1)C(=O)N[C@H](C)\C=C\S(=O)(=O)C)C1CN(C1)CC(F)(F)F ((S)-(2-Chloro-3-fluorophenyl)(1-(2,2,2-trifluoroethyl)azetidin-3-yl)methoxy)-N-((R,E)-4-(methylsulfonyl)but-3-en-2-yl)pyrimidine-2-carboxamide